FC(C(=O)O)(F)F.FC(C1=NN=C(S1)C1=NC=C2N1C=C(C=C2N2C[C@@H](N[C@H](C2)C)C)S(=O)(=O)N[C@@]2([C@@H](C2)F)C)F Cis-3-(5-(difluoromethyl)-1,3,4-thiadiazol-2-yl)-8-((3S,5S)-3,5-dimethylpiperazin-1-yl)-N-(2-fluoro-1-methylcyclopropyl)imidazo[1,5-a]pyridine-6-sulfonamide trifluoroacetate